(2R,3R,4S)-2-(2-chloro-6-(2-chlorobenzylamino)-9H-purin-9-yl)tetrahydrothiophene-3,4-diol 2-ethoxyethyl-methacrylate C(C)OCCC=C(C(=O)O)C.ClC1=NC(=C2N=CN(C2=N1)[C@@H]1SC[C@H]([C@H]1O)O)NCC1=C(C=CC=C1)Cl